BrC1=CC(=CC2=C1OC1(CC1)C(N2)=O)F 8-Bromo-6-fluorospiro[benzo[b][1,4]oxazine-2,1'-cyclopropane]-3(4H)-one